ClC1=C(C=C2C(=C(N(C2=C1F)C)C1=NNC(=N1)C(F)(F)F)C=1C=NNC1)C#N 6-chloro-7-fluoro-1-methyl-3-(1H-pyrazol-4-yl)-2-(5-(trifluoromethyl)-1H-1,2,4-triazol-3-yl)-1H-indole-5-carbonitrile